2,3,4-triphenyl-1-bromobenzene C1(=CC=CC=C1)C1=C(C=CC(=C1C1=CC=CC=C1)C1=CC=CC=C1)Br